pyrosulfate S(=O)(=O)([O-])OS(=O)(=O)[O-]